(3S,4R,8R,9S,10S)-N-(4-cyclopropoxyphenyl)-10-((dimethylamino)methyl)-3,4-dihydroxy-9-(4-(phenylethynyl)phenyl)-1,6-diazabicyclo[6.2.0]decane-6-carboxamide C1(CC1)OC1=CC=C(C=C1)NC(=O)N1C[C@H]([C@H](CN2[C@@H]([C@@H]([C@@H]2C1)C1=CC=C(C=C1)C#CC1=CC=CC=C1)CN(C)C)O)O